(4S,5R)-N-[(2,4-dimethyl-1,3-thiazol-5-yl)methyl]-5-[3-fluoro-5-(trifluoromethyl)phenyl]-4-methyl-2-oxo-1,3-oxazolidine-3-carboxamide CC=1SC(=C(N1)C)CNC(=O)N1C(O[C@@H]([C@@H]1C)C1=CC(=CC(=C1)C(F)(F)F)F)=O